6-bromo-3-((1-((dimethylamino)methyl)cyclopropyl)methoxy)-5-fluoro-7,9-dihydrofuro[3,4-f]quinazolin-1-ol BrC=1C2=C(C3=C(N=C(N=C3C1F)OCC1(CC1)CN(C)C)O)COC2